BrC=1N=C(N(N1)CC)NC=1C=C2CCNC(C2=CC1)=O 6-[(5-bromo-2-ethyl-1,2,4-triazol-3-yl)amino]-3,4-dihydro-2H-isoquinolin-1-one